5-isopropyl-8-((2r,3s)-2-methyl-3-((methylsulfonyl)methyl)azetidin-1-yl)-N-(2-(1-(oxetan-2-ylmethyl)-1H-pyrazol-4-yl)pyrimidin-4-yl)isoquinolin-3-amine C(C)(C)C1=C2C=C(N=CC2=C(C=C1)N1[C@@H]([C@H](C1)CS(=O)(=O)C)C)NC1=NC(=NC=C1)C=1C=NN(C1)CC1OCC1